C1=C(C=CC2=CC=CC=C12)C=C1CN(C1)C(=O)OC(C)(C)C tert-butyl 3-(naphthalen-2-ylmethylene)azetidine-1-carboxylate